C(C)(C)(C)C=1C=C(C=C(C1)C(C)(C)C)C1=CC=C(C=C1)N(C1=CC=2C(C3=CC=CC=C3C2C=C1)(C)C)C1=CC=C(C=C1)C1CCCCC1 N-[(3',5'-di-tert-butyl)biphenyl-4-yl]-N-(4-cyclohexylphenyl)-9,9-dimethyl-9H-fluoren-2-amine